C(C)(C)(C)OC(NCCCOC1=C(C=C(C(=C1)[N+](=O)[O-])C)C)=O tert-Butyl(3-(2,4-Dimethyl-5-nitrophenoxy)propyl)carbamate